FC(CC1(COCC2=C1OC(C1=C2C=C(S1)C=1C=NNC1)=O)O)(C)F 4-(2,2-difluoropropyl)-4-hydroxy-8-(1H-pyrazol-4-yl)-3,4-dihydro-1H,6H-pyrano[4,3-b]thieno[3,2-d]pyran-6-one